OCC1=CC=C2C=NNC(C2=C1)=O 7-(hydroxymethyl)phthalazin-1(2H)-one